6-(4-fluorobenzyl)-3-methyl-5-(methylthio)-1,2,4-triazine FC1=CC=C(CC2=C(N=C(N=N2)C)SC)C=C1